Ethyl 6-(N-(6-(8-(benzo[d]thiazol-2-ylcarbamoyl)-3,4-dihydroisoquinolin-2(1H)-yl)-3-(1,5-dimethyl-1H-pyrazol-4-yl)picolinoyl)sulfamoyl)hexanoate S1C(=NC2=C1C=CC=C2)NC(=O)C=2C=CC=C1CCN(CC21)C2=CC=C(C(=N2)C(=O)NS(=O)(=O)CCCCCC(=O)OCC)C=2C=NN(C2C)C